Cl.FCC(CF)(O)C1=C2CCN[C@H](C2=CC=C1)C 1,3-difluoro-2-[(1S)-1-methyl-1,2,3,4-tetrahydroisoquinolin-5-yl]propane-2-ol hydrochloride